N-((cis)-3-(5-chloro-2-cyanophenyl)-3-methylcyclobutyl)-1-((S or R)-1-(4-methyl-6-((1R,5S)-2-oxo-3-azabicyclo[3.1.0]hexan-3-yl)pyridin-3-yl)ethyl)-1H-1,2,3-triazole-4-carboxamide ClC=1C=CC(=C(C1)C1(CC(C1)NC(=O)C=1N=NN(C1)[C@@H](C)C=1C=NC(=CC1C)N1C([C@@H]2C[C@@H]2C1)=O)C)C#N |o1:19|